1-amino-N-[5-(7-methylspiro[2H-benzofuran-3,1'-cyclopropane]-4-yl)oxypyrazin-2-yl]cyclobutane-carboxamide NC1(CCC1)C(=O)NC1=NC=C(N=C1)OC1=CC=C(C2=C1C1(CC1)CO2)C